BrC1=NN(C(=C1)C(=O)NC1=C(C(=C(C=C1Cl)Cl)F)C(=O)NC)C1=NC=CC=C1Cl bromo-1-(3-chloro-2-pyridinyl)-N-[4,6-dichloro-3-fluoro-2-[(methylamino)carbonyl]phenyl]-1H-Pyrazole-5-carboxamide